[Si](C1=CC=CC=C1)(C1=CC=CC=C1)(C(C)(C)C)OC[C@H]1CC[C@@H](CO1)C(C)S(=O)(=O)N ((3S,6R)-6-(((tert-butyldiphenylsilyl)oxy)methyl)tetrahydro-2H-pyran-3-yl)ethanesulfonamide